ClC=1C(=NC=2CN(CCC2C1)CC1=NC2=C(C=NC(=C2)C#N)N1C[C@H]1OCC1)OCC1=C(C=C(C=C1)Cl)F (S)-2-((3-chloro-2-((4-chloro-2-fluorobenzyl)oxy)-5,8-dihydro-1,7-naphthyridin-7(6H)-yl)methyl)-3-(oxetan-2-ylmethyl)-3H-imidazo[4,5-c]pyridine-6-carbonitrile